COC=1C=C(C=CC1C1(C(C=C(C2=CC=CC=C12)\N=N\[H])S(=O)(=O)O)N)C1=CC(=C(C=C1)C1(C(C=C(C2=CC=CC=C12)\N=N\[H])S(=O)(=O)O)N)OC 1,1'-(3,3'-dimethoxy[1,1'-biphenyl]-4,4'-diyl)bis{1-amino-4-[(E)-diazenyl]naphthalene-2-sulfonic acid}